3-[(1-deuteromethyl-1H-1,2,4-triazol-3-yl)methyl]-1-(2,4,5-trifluorobenzyl)-1,3,5-triazine-2,4-dione [2H]CN1N=C(N=C1)CN1C(N(C=NC1=O)CC1=C(C=C(C(=C1)F)F)F)=O